Cl.Cl.C1N(CCC12OCCNC2)C=2N=NC(=CN2)C2=C(C=C(C=C2)C=2C=NNC2)O 2-[3-(6-oxa-2,9-diazaspiro[4.5]dec-2-yl)-1,2,4-triazin-6-yl]-5-(1H-pyrazol-4-yl)phenol dihydrochloride